2-[2,4-bis(trifluoromethyl)phenyl]-N-(4-fluorophenyl)-N-({2-[5-(3,4,5,6-tetrahydro-2H-pyran-3-yl)pyrimidin-2-yl]-1,3,4-oxadiazol-5-yl}methyl)acetamide FC(C1=C(C=CC(=C1)C(F)(F)F)CC(=O)N(CC1=NN=C(O1)C1=NC=C(C=N1)C1COCCC1)C1=CC=C(C=C1)F)(F)F